N-(1-methyl-5-(piperidin-1-yl)-1H-indazol-6-yl)picolinamide CN1N=CC2=CC(=C(C=C12)NC(C1=NC=CC=C1)=O)N1CCCCC1